CN1C=NC=C1C(=O)NC=1C=NC=CC1 methyl-N-(pyridin-3-yl)-1H-imidazole-5-carboxamide